ClC1=CC=C(C=C1)C=1C(=CC=CC1[N+](=O)[O-])C1=C(C=CC=C1)[N+](=O)[O-] 4''-chloro-2,3'-dinitro-1,1':2',1''-terphenyl